2,3,4,5,6,7,8,9,10,11,12,13,14,15,16,17-hexadecahydro-1H-cyclopenta[a]phenanthren-3-ol C1CC(CC2CCC3C4CCCC4CCC3C12)O